ClC1=CC=C2C(=C1)NC(C21N(C(C=2N=C(N(C21)C(C)C)C2=C(C=C(C(=O)N)C=C2)OC)=O)C2=C(C=CC(=C2)Cl)C)=O 4-(6-chloro-5'-(5-chloro-2-methylphenyl)-3'-isopropyl-2,6'-dioxo-5',6'-dihydro-3'H-spiro[indoline-3,4'-pyrrolo[3,4-d]imidazol]-2'-yl)-3-methoxybenzamide